acryloyl-amino-2,2-dimethylethanesulfonic acid C(C=C)(=O)C(C(C)C)(S(=O)(=O)O)N